Cl.N1=CN=C(C=C1)C1=C(C=CC=C1)CCN 2-(2-pyrimidin-4-ylphenyl)ethaneamine hydrochloride